N1C(=NC2=C1C=CC=C2)C=2C=C(C=CC2)NC2=C(C=C(C=C2)C=2N=NC=CC2)C N-(3-(1H-benzo[d]imidazol-2-yl)phenyl)-2-methyl-4-(pyridazin-3-yl)aniline